N-(2,2-dimethylcyclobutyl)-6-(3-fluoroanilino)-[1,3]dioxolo[4,5-c]pyridine-4-carboxamide CC1(C(CC1)NC(=O)C1=NC(=CC2=C1OCO2)NC2=CC(=CC=C2)F)C